tert-Butyl 3-[[4-chloro-2-[2-fluoro-5-(4-methyl-3-oxo-piperazine-1-carbonyl)phenyl]-5-methyl-phenoxy]methyl]pyrazolo[3,4-b]pyridine-1-carboxylate ClC1=CC(=C(OCC2=NN(C3=NC=CC=C32)C(=O)OC(C)(C)C)C=C1C)C1=C(C=CC(=C1)C(=O)N1CC(N(CC1)C)=O)F